O=C1N(C(C=C1)=O)[C@@H](C(=O)OCC1=CC=CC=C1)COC benzyl (R)-2-(2,5-dioxo-2,5-dihydro-1H-pyrrol-1-yl)-3-methoxypropanoate